C(#N)C(=CC(=O)OCC)C#N ethyl 3,3-dicyanoacrylate